C(#N)C1=CC(=NC(=C1)OCC1=C(C=C(C=C1)C#N)F)C1=CC(=C(CC2=NC3=C(N2CCOC)C=C(C=C3)C(=O)OC)C=C1)F Methyl 2-(4-(4-cyano-6-((4-cyano-2-fluorobenzyl)oxy)pyridin-2-yl)-2-fluorobenzyl)-1-(2-methoxyethyl)-1H-benzo[d]imidazole-6-carboxylate